3-((6S,8R)-6-(2,6-difluoro-4-((1-(3-fluoropropyl)azetidin-3-yl)amino)phenyl)-8-methyl-8,9-dihydroimidazo[1,2-a][1,6]naphthyridin-7(6H)-yl)-2,2-difluoropropan-1-ol FC1=C(C(=CC(=C1)NC1CN(C1)CCCF)F)[C@@H]1C=2C=CC=3N(C2C[C@H](N1CC(CO)(F)F)C)C=CN3